(1H-indol-3-yl)-6-(pyrrol-1-yl)-3,4-dihydroisoquinoline-2(1H)-carboxamide N1C=C(C2=CC=CC=C12)C1N(CCC2=CC(=CC=C12)N1C=CC=C1)C(=O)N